[C@@H]12CCC[C@H]2N(C1)C=1C=C2C(=CC=NC2=CC1)C(=O)OC |r| rac-Methyl 6-((1R,5R)-6-azabicyclo[3.2.0]heptan-6-yl)quinoline-4-carboxylate